N-(4,4-difluorocyclohexyl)-2-(4-(fluoromethyl)thiazol-2-yl)-6-((1-methyl-1H-1,2,4-triazol-3-yl)methoxy)pyrimidin-4-amine FC1(CCC(CC1)NC1=NC(=NC(=C1)OCC1=NN(C=N1)C)C=1SC=C(N1)CF)F